O1C(OCC1)C=1C(=NC(=NC1N[C@H](C)C1=CC(=CC=C1)S(F)(F)(F)(F)F)C)CC(=O)[O-] (R)-2-(5-(1,3-dioxolan-2-yl)-2-methyl-6-((1-(3-(Pentafluorosulfanyl)phenyl)ethyl)amino)pyrimidin-4-yl)acetate